2-hydroxypropane-1,3-diylbis(octahydro-1H-indene-2-carboxylate) OC(CC1C(CC2CCCCC12)C(=O)[O-])CC1C(CC2CCCCC12)C(=O)[O-]